1,5-dibromo-octene BrC=CCCC(CCC)Br